(S)-4-(4-cyano-2-methoxyphenyl)-5-ethoxy-2,8-dimethyl-1,4-dihydro-1,6-naphthyridine-3-carboxylic acid C(#N)C1=CC(=C(C=C1)[C@@H]1C(=C(NC2=C(C=NC(=C12)OCC)C)C)C(=O)O)OC